ClC=1C=CC(=C(C1)C1=C(C=NN1CC1CC1)NC(=O)C=1C=NN2C1N=CC=C2)OC N-(5-(5-chloro-2-methoxyphenyl)-1-(cyclopropylmethyl)-1H-pyrazol-4-yl)pyrazolo[1,5-a]pyrimidine-3-carboxamide